C(C)(C)(C)C1=C(C=CC(=C1)OCCCO)O 2-tert-butyl-4-(3'-hydroxy-propoxy)phenol